BrC=1C=CC=2CC(N(C3=CC=CC1C23)C2C(NC(CC2)=O)=O)=O 3-(6-bromo-2-oxo-2,3-dihydro-1H-benzo[de]quinolin-1-yl)piperidine-2,6-dione